C(CCCCCC)OC=1C=C2C=CC(=CC2=CC1)C1=NOC(=N1)[C@H]1N(CCC1)C(=O)OC(C)(C)C Tert-butyl (S)-2-(3-(6-(heptyloxy)naphthalen-2-yl)-1,2,4-oxadiazol-5-yl)pyrrolidine-1-carboxylate